BrC=1N=C(NC1)C1=NN(C2=C(C(=CC=C12)C1=CC(=C(C=C1CC)O)F)F)C1OCCCC1 4-(3-(4-bromo-1H-imidazol-2-yl)-7-fluoro-1-(tetrahydro-2H-pyran-2-yl)-1H-indazol-6-yl)-5-ethyl-2-fluorophenol